ClC=1C=C(NC2(CCC3(C(CC4=CC=CC=C34)C[C@H](COC3=CC=NC=4[C@@H](CC[C@H](C34)C)C)C)CC2)C(=O)O)C=CC1 4-(3-Chloroanilino)-2'-[(2R)-3-{[(5R,8R)-5,8-dimethyl-5,6,7,8-tetrahydroquinolin-4-yl]oxy}-2-methylpropyl]-2',3'-dihydrospiro[cyclohexane-1,1'-indene]-4-carboxylic acid